CC1(OC2=C(N(C1=O)C)C=CC=C2C(=O)NC2CN1CCC2CC1)C 3,4-dihydro-2,2,4-trimethyl-3-oxo-N-(3-quinuclidinyl)-2H-1,4-benzoxazine-8-carboxamide